CC1=C(N=C(C=2N1C=CN2)N2[C@H](CC2)C(F)(F)F)C=2C=NN(C2)[C@H]2CNCC2 5-methyl-6-[1-[(3R)-pyrrolidin-3-yl]pyrazol-4-yl]-8-[(2R)-2-(trifluoromethyl)azetidin-1-yl]imidazo[1,2-a]pyrazine